tert-butyl N-[4-(4-fluorophenyl)-2-[[4-[(2-fluorophenyl)sulfonimidoyl]benzoyl]amino]phenyl]carbamate FC1=CC=C(C=C1)C1=CC(=C(C=C1)NC(OC(C)(C)C)=O)NC(C1=CC=C(C=C1)S(=O)(=N)C1=C(C=CC=C1)F)=O